C(C)OC(=O)C1=CN(C2=C(C(=C(C=C2C1=O)F)N1CC(CC1)CNCC)F)CC 1-ethyl-4-oxo-6,8-difluoro-7-[3-(ethylaminomethyl)pyrrolidine-1-yl]-1,4-dihydroquinoline-3-carboxylic acid ethyl ester